rel-(S)-tert-butyl ((5-(isoxazol-5-yl)isochroman-1-yl)methyl)(methyl)carbamate O1N=CC=C1C1=C2CCO[C@@H](C2=CC=C1)CN(C(OC(C)(C)C)=O)C |o1:10|